CC1=CC=C(C=C1)S(=O)(=O)N1C2CN(CC1CC2)C(=O)C2=CN=NN2 {8-[(4-methylphenyl)sulfonyl]-3,8-diazabicyclo[3.2.1]oct-3-yl}(1H-1,2,3-triazol-5-yl)methanone